NC=1C=C(C=CC1NCCC[C@@H](C(N[C@H]1CN(CC1)CC)=O)NC(=O)OC(C)(C)C)CCC(=O)OC methyl 3-(3-amino-4-{[(4S)-4-{[(tert-butoxy)carbonyl]amino}-4-{[(3R)-1-ethylpyrrolidin-3-yl]carbamoyl}butyl]amino}phenyl)propanoate